COC(COC1=CC2=C(N=C(S2)N)C(=C1F)Cl)=O 2-((2-amino-4-chloro-5-fluorobenzo[d]thiazol-6-yl)oxy)acetic acid methyl ester